2-[2-[2-[2-[2-[tert-butoxycarbonyl(methyl)amino]ethoxy]ethoxy]ethoxy]ethoxy]ethyl 4-methylbenzenesulfonate CC1=CC=C(C=C1)S(=O)(=O)OCCOCCOCCOCCOCCN(C)C(=O)OC(C)(C)C